FC(C1=CC=C(C=C1)CC1=CC(=NO1)C(=O)OCC)(F)F ethyl 5-[[4-(trifluoromethyl)phenyl]methyl]-1,2-oxazole-3-carboxylate